C(C)(=O)N1CCC(CC1)NCC1=C(C(=NC=C1)NC=1C(=C(C=CC1)C1=NC=CC(=C1C)C1=NC(=C(C=C1)CNC[C@H]1CCC(N1)=O)OC)Cl)F (R)-5-((((2'-(3-((4-(((1-acetylpiperidin-4-yl)amino)methyl)-3-fluoropyridin-2-yl)amino)-2-chlorophenyl)-6-methoxy-3'-methyl-[2,4'-bipyridin]-5-yl)methyl)amino)methyl)pyrrolidin-2-one